2-hydroxyethyl bicyclo[2.2.1]hept-2-ene-5-carboxylate C12C=CC(C(C1)C(=O)OCCO)C2